tert-butyl 4-(dimethylphosphorylmethyl)-2-azabicyclo[2.2.1]heptane-2-carboxylate CP(=O)(C)CC12CN(C(CC1)C2)C(=O)OC(C)(C)C